ethyl 3-(1-((1-((benzyloxy)methyl)cyclopropyl)methyl)piperidin-4-yl)propanoate C(C1=CC=CC=C1)OCC1(CC1)CN1CCC(CC1)CCC(=O)OCC